N-(5-fluoropyridin-2-yl)benzenesulfonamide FC=1C=CC(=NC1)NS(=O)(=O)C1=CC=CC=C1